8-methoxy-7-(3-(pyrrolidin-1-yl)propoxy)-4-(tetrahydro-2H-pyran-4-yl)-2,3-dihydro-1H-cyclopenta[c]quinoline COC1=CC=2C3=C(C(=NC2C=C1OCCCN1CCCC1)C1CCOCC1)CCC3